Cl.Cl.ClC=1C=C2CC(COC2=CC1)C(=O)C1=CN(C2=C1C=NC(=C2)C=2C=NNC2OC)CCN(C)C (6-chlorochroman-3-yl)(1-(2-(dimethylamino)ethyl)-6-(5-methoxy-1H-pyrazol-4-yl)-1H-pyrrolo[3,2-c]pyridin-3-yl)methanone dihydrochloride